Cl.Cl.N[C@]1([C@@H](CC[C@H](C1)CCB(O)O)CN)C(=O)O (1R,2S,5R)-1-amino-2-(aminomethyl)-5-(2-boronoethyl)cyclohexane-1-carboxylic acid dihydrochloride